methyl 3-cyclopropyl-2-[4-oxo-3-(2-trimethylsilylethoxymethyl)imidazo[4,5-c]pyridin-5-yl]propanoate C1(CC1)CC(C(=O)OC)N1C(C2=C(C=C1)N=CN2COCC[Si](C)(C)C)=O